(2'S)-2'-methyl-1'-((1-(2-(methylsulfonyl)ethyl)-1H-pyrazol-4-yl)methyl)-3,4-dihydrospiro[benzo[4,5]thieno[2,3-c]pyran-1,4'-piperidine] C[C@@H]1N(CCC2(C1)OCCC1=C2SC2=C1C=CC=C2)CC=2C=NN(C2)CCS(=O)(=O)C